O=C1NC2(C(N1COCC[Si](C)(C)C)=O)CC1(CCC(CC1)NC(=O)NCCC)C2 1-(2,4-Dioxo-3-((2-(trimethylsilyl)ethoxy)methyl)-1,3-diazadispiro[4.1.57.15]tridecan-10-yl)-3-propylurea